1-{(S)-2-[(S)-3-Isobutyl-2-oxo-1-piperazinyl]-4-methylvaleryl}-4-piperidyl acetate C(C)(=O)OC1CCN(CC1)C([C@H](CC(C)C)N1C([C@@H](NCC1)CC(C)C)=O)=O